tert-butyl 3-((4-(4-(3-cyano-4-methoxypyrazolo[1,5-a]pyridin-6-yl)-1H-pyrazol-1-yl)piperidin-1-yl)methyl)azetidine-1-carboxylate C(#N)C=1C=NN2C1C(=CC(=C2)C=2C=NN(C2)C2CCN(CC2)CC2CN(C2)C(=O)OC(C)(C)C)OC